C(C)OC(=O)C=1OC2=C(C1COC1=C(C=CC(=C1)OC)CC(=O)OCC)C=C(C=C2)Br 5-bromo-3-((2-(2-ethoxy-2-oxoethyl)-5-methoxyphenoxy)methyl)benzofuran-2-carboxylic acid ethyl ester